CS(=O)(=O)N1CCN(CC1)[C@@H]1CC[C@H](CC1)N Trans-4-(4-(methylsulfonyl)piperazin-1-yl)cyclohexan-1-amine